1-({4-[3-(2-chloro-6-fluorophenyl)-4-(1,3-thiazol-2-yl)-1,2-oxazol-5-yl]-5-(trifluoromethyl)-1H-pyrazol-1-yl}methyl)cyclopropan-1-ol ClC1=C(C(=CC=C1)F)C1=NOC(=C1C=1SC=CN1)C=1C=NN(C1C(F)(F)F)CC1(CC1)O